4-(furo[3,2-c]pyridin-4-yl)-N-(cis-3-methoxycyclohexyl)benzamide O1C=CC=2C(=NC=CC21)C2=CC=C(C(=O)N[C@@H]1C[C@@H](CCC1)OC)C=C2